[Cl-].ClC1=NC(=NC(=N1)NCCC[Si](OCC)(OCC)OCC)[N+]1(CCOCC1)CCOC(CCCCCCCCC)=O 4-(4-chloro-6-((3-(triethoxysilyl)propyl)amino)-1,3,5-triazin-2-yl)-4-(2-(decanoyloxy)ethyl)morpholin-4-ium chloride